COC(=O)[C@@H]1N=C(C2=CC(=CC=C2C1)Cl)C (R)-7-chloro-1-methyl-3,4-dihydroisoquinoline-3-carboxylic acid methyl ester